1-[3-[2-(trifluoromethyl)-4-pyridinyl]isoxazol-5-yl]ethanol FC(C1=NC=CC(=C1)C1=NOC(=C1)C(C)O)(F)F